5-((5-(diethylamino)pentan-2-yl)amino)-N-(6-methylquinolin-8-yl)pyrazine-2-carboxamide C(C)N(CCCC(C)NC=1N=CC(=NC1)C(=O)NC=1C=C(C=C2C=CC=NC12)C)CC